C(C)(C)(C)NC1=CC=C(C=C1)N1CCC(CC1)C tert-butyl-4-(4-methylpiperidin-1-yl)aniline